2-(4-(4,4,5,5-tetramethyl-1,3,2-dioxaborolan-2-yl)-1H-pyrazol-1-yl)ethan-1-ol tert-butyl-((2S,3R)-4-((cyclopropylmethyl)amino)-3-hydroxy-1-phenylbutanyl)carbamate C(C)(C)(C)N(C(=O)OCCN1N=CC(=C1)B1OC(C(O1)(C)C)(C)C)C(C[C@H](CNCC1CC1)O)C1=CC=CC=C1